(S)-7-(4-(3,5-difluoro-2-(oxetan-3-yloxy)phenyl)piperidin-1-yl)-2-(1,3,4-oxadiazol-2-yl)-5-oxa-2-azaspiro[3.4]octane FC=1C(=C(C=C(C1)F)C1CCN(CC1)[C@@H]1COC2(CN(C2)C=2OC=NN2)C1)OC1COC1